CNC[C@H]1CC2=C(OC=3C1=NC=CC3)C=C(C=C2)C |o1:3| (R*)-N-methyl-1-(7-methyl-10,11-dihydrobenzo[6,7]oxepino[3,2-b]pyridin-11-yl)methanamine